ethyl (S)-3-(6-(cyclopropylmethoxy)pyridin-3-yl)-3-(3-(3-(5,6,7,8-tetrahydro-1,8-naphthyridin-2-yl)propyl)-1H-pyrazol-1-yl)propanoate C1(CC1)COC1=CC=C(C=N1)[C@H](CC(=O)OCC)N1N=C(C=C1)CCCC1=NC=2NCCCC2C=C1